[C@H]12CN(C[C@H](CC1)N2)C2=NC(=NC1=C(C(=CC=C21)C2=CC(=CC1=CC=CC(=C21)CC)O)C)OC[C@]21CCCN1C[C@@H](C2)F 4-(4-((1R,5S)-3,8-diazabicyclo[3.2.1]octan-3-yl)-2-(((2R,7aS)-2-fluorotetrahydro-1H-pyrrolizin-7a(5H)-yl)methoxy)-8-methylquinazolin-7-yl)-5-ethylnaphthalen-2-ol